C(C)(C)NC1CC(C1)O (1R,3r)-3-(isopropylamino)cyclobutan-1-ol